C=1(C(=CC=CC1)N=C=S)N=C=S 1,2-phenylenediisothiocyanate